5-(pyrimidin-2-yl)-2-({6-[(2R,3R,4R,5S)-3,4,5-trihydroxy-2-(hydroxymethyl)piperidin-1-yl]hexyl}amino)benzoic acid N1=C(N=CC=C1)C=1C=CC(=C(C(=O)O)C1)NCCCCCCN1[C@@H]([C@H]([C@@H]([C@H](C1)O)O)O)CO